FC(C1=NC(=CC2=CC=CC=C12)C(=O)OC)(F)F Methyl 1-(trifluoromethyl)isoquinoline-3-carboxylate